C1(=CC=CC=C1)C(=CC1=CC=C(C=C1)C1=CC=C(C=C1)C=C(C1=CC=CC=C1)C1=CC=CC=C1)C1=CC=CC=C1 4,4'-bis(2,2'-diphenylvinyl)-1,1'-biphenyl